(E)-N-(5-Chloro-2-(2-hydroxy-5-isopropyl-4-methoxybenzoyl)isoindolin-4-yl)-4-(dimethyl-amino)-N-methylbut-2-enamide ClC=1C(=C2CN(CC2=CC1)C(C1=C(C=C(C(=C1)C(C)C)OC)O)=O)N(C(\C=C\CN(C)C)=O)C